2-((2-(2-(3-((2,5-dioxopyrrolidin-1-yl)oxy)-3-oxopropoxy)ethoxy)ethyl)carbamoyl)-2-undecyltridecanedioic acid O=C1N(C(CC1)=O)OC(CCOCCOCCNC(=O)C(C(=O)O)(CCCCCCCCCCC(=O)O)CCCCCCCCCCC)=O